2,3-Dihydroxypropyl 2-Bromoisobutyrate BrC(C(=O)OCC(CO)O)(C)C